O=C1N(CC=2C=C3C(=CC12)OCC31CCN(CC1)CC=1N=NN(C1)C1=CC=CC=C1)C1C(NC(CC1)=O)=O 3-(7-oxo-1'-((1-phenyl-1H-1,2,3-triazol-4-yl)methyl)-5,7-dihydro-2H,6H-spiro[furo[2,3-f]isoindole-3,4'-piperidin]-6-yl)piperidine-2,6-dione